O=C1O[C@]2(C(N1CC(N1C(CCCC1)C1=CC=CC=C1)=O)=O)CCC1=CC(=CC=C12)NC(=O)NC 1-((1R)-2',4'-dioxo-3'-(2-oxo-2-(2-phenylpiperidin-1-yl)ethyl)-2,3-dihydrospiro[indene-1,5'-oxazolidine]-5-yl)-3-methylurea